C(=O)(OCC1=CC=CC=C1)[NH-] Cbz-amide